(trans)-Methyl 4-(2-chloro-3,4-difluorophenyl)-6-(4-(N-(2-methoxy-2-oxoethyl)acetamido)cyclohexyl)-2-(thiazol-2-yl)-1,4-dihydropyrimidine-5-carboxylate ClC1=C(C=CC(=C1F)F)C1N=C(NC(=C1C(=O)OC)[C@@H]1CC[C@H](CC1)N(C(C)=O)CC(=O)OC)C=1SC=CN1